6-bromo-8-chloro-3,3-di(thiophen-3-yl)-2,3-dihydroimidazo[1,5-a]pyridine-1,5-dione BrC1=CC(=C2N(C1=O)C(NC2=O)(C2=CSC=C2)C2=CSC=C2)Cl